3-methoxy-6-(4-methoxytetrahydro-2H-pyran-4-yl)pyridine-2-sulfonamide COC=1C(=NC(=CC1)C1(CCOCC1)OC)S(=O)(=O)N